5-(benzofuran-6-yl)isoindoline-2-carboxylic acid tert-butyl ester C(C)(C)(C)OC(=O)N1CC2=CC=C(C=C2C1)C1=CC2=C(C=CO2)C=C1